ClC1=C(C(=O)NC=2C=C3C=C(N(C3=CC2)C(C)C)C(=O)NC2=C(C=CC=C2)Cl)C=C(C=C1)CNC(C(C)C)=O 5-(2-chloro-5-(isobutyrylaminomethyl)benzoylamino)-N-(2-chlorophenyl)-1-isopropyl-1H-indole-2-carboxamide